3-(2-(3,5-difluorophenyl)-4-isopropylthiazol-5-yl)-1-(4-((1-hydroxy-2-methylpropan-2-yl)oxy)-3-methylphenyl)propan-1-one FC=1C=C(C=C(C1)F)C=1SC(=C(N1)C(C)C)CCC(=O)C1=CC(=C(C=C1)OC(CO)(C)C)C